4,4'-(4-bromophenyl)methylenebis(1-(4-(3,4-dichlorophenyl)thiazol-2-yl)-3-methylpyrazol-5-ol) BrC1=CC=C(C=C1)C(C=1C(=NN(C1O)C=1SC=C(N1)C1=CC(=C(C=C1)Cl)Cl)C)C=1C(=NN(C1O)C=1SC=C(N1)C1=CC(=C(C=C1)Cl)Cl)C